Octaethylporphine Nickel [Ni].C(C)C1=C(C=2C=C3C(=C(C(=CC=4C(=C(C(=CC5=C(C(=C(N5)C=C1N2)CC)CC)N4)CC)CC)N3)CC)CC)CC